(R)-4-(benzyloxy)-2-((tert-butoxycarbonyl)amino)-4-oxobutanoic acid C(C1=CC=CC=C1)OC(C[C@H](C(=O)O)NC(=O)OC(C)(C)C)=O